(4aR,7aR,8S,9S,11aS)-9-((dimethylamino)methyl)-N-(4-methoxyphenyl)-8-(4-(phenylethynyl)phenyl)octa-hydro-2H-azeto[1,2-a][1,4]dioxino[2,3-f][1,4]diazocine-6(3H)-carboxamide CN(C)C[C@@H]1[C@@H]([C@H]2N1C[C@H]1[C@@H](CN(C2)C(=O)NC2=CC=C(C=C2)OC)OCCO1)C1=CC=C(C=C1)C#CC1=CC=CC=C1